(1-((2-(3,5-dichloro-phenyl)-6-((2-(piperazin-1-yl)pyrimidin-5-yl)oxy) pyridin-4-yl)methyl) piperidin-4-yl)methyl-methyl carbamate C(N)(OCCC1CCN(CC1)CC1=CC(=NC(=C1)OC=1C=NC(=NC1)N1CCNCC1)C1=CC(=CC(=C1)Cl)Cl)=O